FC1=C(C=CC=C1F)C1C(CCCC1)=O 2-(2,3-difluorophenyl)cyclohexanone